5-isopropylimidazolidin-2-one C(C)(C)C1CNC(N1)=O